(S)-2-(4-(7-(8-chloro-7-fluoronaphthalen-1-yl)-2-(oxetan-3-ylmethoxy)-5,6,7,8-tetrahydropyrido[3,4-d]pyrimidin-4-yl)-1-(2-fluoroacryloyl)piperazin-2-yl)acetonitrile ClC=1C(=CC=C2C=CC=C(C12)N1CC=2N=C(N=C(C2CC1)N1C[C@@H](N(CC1)C(C(=C)F)=O)CC#N)OCC1COC1)F